2-(((1r,4r)-4-(dimethylamino)cyclohexyl)amino)-8-isopropyl-6-(2,3,5-trifluoro-4-(((S)-3,3,3-trifluoro-2-hydroxypropyl)amino)phenyl)pyrido[2,3-d]pyrimidin-7(8H)-one CN(C1CCC(CC1)NC=1N=CC2=C(N1)N(C(C(=C2)C2=C(C(=C(C(=C2)F)NC[C@@H](C(F)(F)F)O)F)F)=O)C(C)C)C